C1(=CC=CC=C1)C(N1CCN(CC1)C1=C(C=C(C=C1)C(=O)N1CCNCCC1)NC(=O)NC1=CC=CC=C1)C1=CC=CC=C1 N-[2-[4-(diphenylmethyl)-1-piperazinyl]-5-[(hexahydro-1H-1,4-diazepin-1-yl)carbonyl]phenyl]-N'-phenylurea